C(#N)C1=CC=C(C=C1)C1=CC=C(C=C1)C1=CC=C(C2=CC=CC=C12)C1=CC=C(C=C1)C1=CC2=C(N=C(O2)C2=CC=CC=C2)C(=C1)C1=CC=CC=C1 6-[4-{4-(4'-cyano-biphenyl-4-yl)-naphthalen-1-yl}-phenyl]-2,4-diphenyl-benzoxazole